(E)-2-benzylidene-3-(cyclohexylamino)-2,3-dihydro-1H-indene-1-one C(/C1=CC=CC=C1)=C/1\C(C2=CC=CC=C2C1NC1CCCCC1)=O